ClC1=CC2=C(N(C(C(N2C)=O)=O)C2CCN(CC2)C2=NC=C(C=N2)COCC(=O)O)N=C1 2-((2-(4-(7-chloro-1-methyl-2,3-dioxo-2,3-dihydropyrido[2,3-b]pyrazin-4(1H)-yl)piperidin-1-yl)pyrimidin-5-yl)methoxy)acetic acid